(S)-1-[2-(Benzo[d]isoxazol-3-yl)phenyl]-2-[6-(2-hydroxyethyl)pyridine-2-yl]ethan-1-amine hydrochloride Cl.O1N=C(C2=C1C=CC=C2)C2=C(C=CC=C2)[C@H](CC2=NC(=CC=C2)CCO)N